1-phenyl-3-ethoxy-propanetrione C1(=CC=CC=C1)C(C(C(=O)OCC)=O)=O